5-chloro-2-[(6-chloro-3-tetrahydrofuran-3-yl-4-quinolinyl)amino]benzoic acid ClC=1C=CC(=C(C(=O)O)C1)NC1=C(C=NC2=CC=C(C=C12)Cl)C1COCC1